7-Fluoro-1-(4'-hydroxy-[1,1'-biphenyl]-4-yl)-1H-indazol-6-ol FC=1C(=CC=C2C=NN(C12)C1=CC=C(C=C1)C1=CC=C(C=C1)O)O